4-chloro-1-(2-fluorophenyl)-1-butanone ClCCCC(=O)C1=C(C=CC=C1)F